4-(7-(benzo[c][1,2,5]selenadiazol-4-yl)-9,9-diethyl-9H-fluoren-2-yl)benzoic acid N=1[Se]N=C2C1C=CC=C2C2=CC=C1C=3C=CC(=CC3C(C1=C2)(CC)CC)C2=CC=C(C(=O)O)C=C2